FC1=C(C=C(C=C1)C(C)C)B(O)O (2-fluoro-5-isopropyl-phenyl)boronic acid